C(#N)C=1C=C(C=NC1N1N=CC=N1)NC(=O)C=1C=NN(C1C(F)(F)F)C1=C2C(=NC=C1)C(=CS2)C N-(5-cyano-6-(2H-1,2,3-triazol-2-yl)pyridin-3-yl)-1-(3-methylthieno[3,2-b]pyridin-7-yl)-5-(trifluoromethyl)-1H-pyrazole-4-carboxamide